ethyl-p-cyclohexanone C(C)C1CCC(CC1)=O